(1,1-difluoroallyloxy)-N-(1,2,4-thiadiazol-5-yl)benzamide FC(C=C)(OC1=C(C(=O)NC2=NC=NS2)C=CC=C1)F